BrC=1C=NN2C1C(N(CC2)C2=C(C=C(C=C2)C2=NC1=CC=C(C=C1C=N2)C(F)(F)F)C)=O 3-Bromo-5-(2-methyl-4-(6-(trifluoromethyl)quinazolin-2-yl)phenyl)-6,7-dihydropyrazolo[1,5-a]pyrazin-4(5H)-one